ClC1=C(C=C(CN2C(=NC=3N(C(N(C(C23)=O)CCCO)=O)CC)C2=CCC(CC2)C(F)(F)F)C=C1)F 7-(4-chloro-3-fluorobenzyl)-3-ethyl-1-(3-hydroxypropyl)-8-(4-(trifluoromethyl)cyclohex-1-en-1-yl)-3,7-dihydro-1H-purine-2,6-dione